C1(=CC=CC=2C3=CC=CC=C3C(C12)CO)CO 9-fluorenedimethanol